1-(2-amino-3-chloro-phenyl)ethanol NC1=C(C=CC=C1Cl)C(C)O